C1(CC1)CN1C(=NC2=C1C(=CC=C2)F)NC(CC2=CC(=C(OC1=C(C(=O)N)C=CC=N1)C=C2)F)=O 2-(4-(2-((1-(cyclopropylmethyl)-7-fluoro-1H-benzo[d]imidazol-2-yl)amino)-2-oxoethyl)-2-fluorophenoxy)nicotinamide